C(C)(C)C1=CC=2C=CC3=C(C=CC=C3C2C(C1=O)=O)C 2-isopropyl-8-methyl-phenanthrene-3,4-dione